C12(CC(C1)C2)COC=2C=C1CCN3[C@@H](C1=CC2OC)C[C@H]([C@@H](C3)OC(C)(C)C)O (2R,3R,11bR)-9-(bicyclo[1.1.1]pentan-1-ylmethoxy)-3-(tert-butoxy)-10-methoxy-1,3,4,6,7,11b-hexahydro-2H-pyrido[2,1-a]isoquinolin-2-ol